3-methacryloyl-hydroxyimino-2-butanone C(C(=C)C)(=O)C(C(C=NO)=O)C